C(C)(C)(C)C1=NC(=NO1)C(=O)NCC1=C(C=C(C=C1)C1=NC=NN2C1=CC(=C2)C(=O)N2CC(C2)OC)C 5-(tert-butyl)-N-(4-(6-(3-methoxyazetidine-1-carbonyl)pyrrolo[2,1-f][1,2,4]triazin-4-yl)-2-methylbenzyl)-1,2,4-oxadiazole-3-carboxamide